CC1=CC(=NN1C1=CC=C(C=C1)OC(F)(F)F)N1CC(CC1)O 1-[5-methyl-1-[4-(trifluoromethoxy)phenyl]pyrazol-3-yl]pyrrolidin-3-ol